C(C=C)(=O)N1CCN(CC1)C1=NC(=C(C=2CN(CCC12)C1=CC=CC2=CC=CC=C12)C#N)N1CCN(CC1)C 1-(4-acryloylpiperazin-1-yl)-3-(4-methylpiperazin-1-yl)-6-(naphthalen-1-yl)-5,6,7,8-tetrahydro-2,6-naphthyridine-4-carbonitrile